N-boc-2-indoleboronic acid C(=O)(OC(C)(C)C)N1C(=CC2=CC=CC=C12)B(O)O